C(C)C1(COC1)COCC1CCCO1 Tetrahydrofurfuryl (3-ethyl-3-oxetanylmethyl) ether